3-((2-(isoindolin-2-yl)-2-oxoethyl)amino)adamantan-1-yl (4-nitrophenyl) carbonate C(OC12CC3(CC(CC(C1)C3)C2)NCC(=O)N2CC3=CC=CC=C3C2)(OC2=CC=C(C=C2)[N+](=O)[O-])=O